5-chloro-N-(2,4-difluoro-3-(1H-pyrazolo[3,4-b]pyridin-5-ylethynyl)phenyl)-2-fluorobenzenesulfonamide TFA salt OC(=O)C(F)(F)F.ClC=1C=CC(=C(C1)S(=O)(=O)NC1=C(C(=C(C=C1)F)C#CC=1C=C2C(=NC1)NN=C2)F)F